C(C1=CC=CC=C1)NC1=NC=CC(=C1N)OC1(CCC1)C N2-benzyl-4-(1-methylcyclobutoxy)pyridine-2,3-diamine